CC1=C2N=CC=NC2=CC=C1 5-methylquinoxaline